C1(CCC1)N(C1=CC2=C(C=N1)C(=NN2C)C=2C(=C(C(=C(C2)C(F)(F)F)F)O)F)CC2CC2 3-(6-(Cyclobutyl(cyclopropylmethyl)amino)-1-methyl-1H-pyrazolo[4,3-c]pyridin-3-yl)-2,6-difluoro-5-(trifluoromethyl)phenol